5-(6-chloropyrimidin-4-yloxy)-4-phenylthiazol-2-amine ClC1=CC(=NC=N1)OC1=C(N=C(S1)N)C1=CC=CC=C1